3,5,8,11-Tetraazahexadecanoic acid C(CNCNCCNCCNCCCCC)(=O)O